OCC1=C(C=CC=C1)NC=1N=C(N=NC1C(=O)N)NC1=CC2=CN(C=C2C=C1OC)C ((2-(hydroxymethyl)phenyl)amino)-3-((6-methoxy-2-methylisoindol-5-yl)amino)-1,2,4-triazine-6-carboxamide